N1(C=NC=C1)CCC[Si](O[Si](OCCC)(OCCC)CCCN1C=NC=C1)(OCCC)OCCC 1,3-bis(3-(1H-imidazol-1-yl)propyl)-1,1,3,3-tetrapropoxydisiloxane